ClC1=CC(=C(C=C1)[C@@H]1OC2=C(OC1)C=CC=C2C2CCN(CC2)CC2=NC1=C(N2CC2(CC2)CF)C=C(C=C1)C(=O)[O-])F (S)-2-((4-(3-(4-chloro-2-fluorophenyl)-2,3-dihydrobenzo[b][1,4]dioxin-5-yl)piperidin-1-yl)methyl)-1-((1-(fluoromethyl)cyclopropyl)methyl)-1H-benzo[d]imidazole-6-carboxylate